ClC1=CC=C(C=C1)SCC=1OC=C(C(C1)=O)OCC1=CC=C(C=C1)OC 2-(((4-chlorophenyl)thio)methyl)-5-((4-methoxybenzyl)oxy)-4H-pyran-4-one